4-(5-(3,5-dichlorophenyl)-5-(trifluoromethyl)-4,5-dihydroisoxazol-3-yl)-N-(1-(hydroxymethyl)cyclopropyl)-2-methylbenzamide ClC=1C=C(C=C(C1)Cl)C1(CC(=NO1)C1=CC(=C(C(=O)NC2(CC2)CO)C=C1)C)C(F)(F)F